Cl.C(C)OC1=C(C=C2CN(C(C2=C1)=O)CC1=CC=C(C=C1)F)C(=O)NC[C@H]([C@H]1NCC2=CC=CC=C2C1)O 6-ethoxy-2-(4-fluorobenzyl)-N-((R)-2-hydroxy-2-((S)-1,2,3,4-tetrahydroisoquinolin-3-yl)ethyl)-1-oxoisoindoline-5-carboxamide hydrochloride